Cl.CC1(CCNCC1)C 4,4-dimethylpiperidine hydrochloride salt